ClC=1C2=C(N=CN1)N(C(=C2)Cl)C2=CC=C(C=C2)C2N(C1C(OC2)CCC1)C(=O)OC(C)(C)C tert-Butyl 3-(4-(4,6-dichloro-7H-pyrrolo[2,3-d]pyrimidin-7-yl)phenyl)hexahydrocyclopenta[b][1,4]oxazine-4(4aH)-carboxylate